FC1=CC2=C(CC3(CCN(CC3)C(=O)OC(C)(C)C)O2)C=C1 tert-Butyl 6-fluoro-3H-spiro[benzofuran-2,4'-piperidine]-1'-carboxylate